C(C)(C)(C)OC(C(OC1=CC(=CC=C1)[N+](=O)[O-])[C@@H]1CN(CC1)C(=O)OC(C)(C)C)=O tert-Butyl (3S)-3-[2-tert-butoxy-1-(3-nitrophenoxy)-2-oxo-ethyl]pyrrolidine-1-carboxylate